C(C)C=1C=CC(=NC1)N(C1=CC=C(C=N1)C1CN(C1)C(=O)N1C[C@H](CC1)C1=CN=NN1)C [3-[6-[(5-Ethyl-2-pyridyl)-methyl-amino]-3-pyridyl]azetidin-1-yl]-[(3S)-3-(1H-triazol-5-yl)pyrrolidin-1-yl]methanone